OC1=CCC(=O)OC1 4-Hydroxy-3-pentenolactone